C1(CCCCC1)C=1N=CC(=NC1)CN(C(=O)[C@@H]1N(CC1)S(=O)(=O)C1=C(C(=C(C(=C1F)F)F)F)F)C1=C(C=C2C=NNC2=C1)F (R)-N-((5-cyclohexylpyrazin-2-yl)methyl)-N-(5-fluoro-1H-indazol-6-yl)-1-((perfluorophenyl)sulfonyl)azetidine-2-carboxamide